N1=C(C=C2N1C=CC=N2)C(=O)N Pyrazolo[1,5-a]pyrimidinecarboxamide